(1R,2S)-1-(5-chloropyrimidin-2-yl)-N-(4-(1,3-dimethoxypropan-2-yl)-5-((1s,3R)-3-(hydroxymethyl)cyclobutyl)-4H-1,2,4-triazol-3-yl)-1-methoxypropane-2-sulfonamide ClC=1C=NC(=NC1)[C@H]([C@H](C)S(=O)(=O)NC1=NN=C(N1C(COC)COC)C1CC(C1)CO)OC